C1(=C(OC)C=C(OC)C(OC)=C1)N Asarylamine